Cl.N[C@H](COC1C(N(CC1)C1CCN(CC1)C1=NC=C(C=N1)C(F)F)=O)C 3-[(2S)-2-aminopropoxy]-1-[1-[5-(difluoromethyl)pyrimidin-2-yl]piperidin-4-yl]pyrrolidin-2-one hydrochloride